CN1C(=NS(C2=C1C=CS2)(=O)=O)N methyl-1,1-dioxo-4H-thieno[3,2-e][1,2,4]thiadiazin-3-amine